Methyl (S)-2-amino-3-cyclohexylpropionate hydrochloride Cl.N[C@H](C(=O)OC)CC1CCCCC1